2-HYDROXYPYRIDIN-3-YLBORONIC ACID OC1=NC=CC=C1B(O)O